C(C=C)N1CCC(CC1)N 1-(prop-2-en-1-yl)piperidine-4-amine